P(OC)(OC)(=S)SC Phosphorodithioic acid, O,O,S-trimethyl ester